Pent-1-yl-urea C(CCCC)NC(=O)N